2-(5-(5-phenyl-4-(pyridin-2-ylmethylamino)quinazolin-2-yl)pyridin-3-yl)propanenitrile C1(=CC=CC=C1)C1=C2C(=NC(=NC2=CC=C1)C=1C=C(C=NC1)C(C#N)C)NCC1=NC=CC=C1